ClC1=CC=C(C=C1)CCCCNC1CCN(CC1)C=1C2=C(N=CN1)C(=CS2)SC N-[4-(4-chlorophenyl)butyl]-1-(7-methylthiothieno[3,2-d]pyrimidin-4-yl)-4-piperidylamine